3,3-diallyl-disiloxane-1,1-dicarboxylic acid C(C=C)[SiH](O[SiH](C(=O)O)C(=O)O)CC=C